6-amino-7-methoxy-3,4-dihydroquinazolin-4-one NC=1C=C2C(NC=NC2=CC1OC)=O